7-Methyl-2-(6-oxo-1,6-dihydropyrimidin-2-yl)-N-(3,4,5-trifluorophenyl)-2,3,3a,4,10,10a-hexahydro-1H,7H-dipyrrolo[3,4-b:3',4'-f][1,4,5]oxathiazocin-8-carboxamid-5,5-dioxid CN1C(=C2OCC3C(NS(C2=C1)(=O)=O)CN(C3)C=3NC(C=CN3)=O)C(=O)NC3=CC(=C(C(=C3)F)F)F